FC1=CC=C(/C=C/B2OC(C(O2)(C)C)(C)C)C=C1 (E)-2-(4-fluorostyryl)-4,4,5,5-tetramethyl-1,3,2-dioxaborolane